pent-4-yne-1-ol C(CCC#C)O